[N+](=O)([O-])C1=CC=C(C=C1)NC=1C2=C(N=CN1)SC=N2 N-(4-Nitrophenyl)thiazolo[5,4-d]Pyrimidine-7-amine